FC=1C=C(C#N)C=C(C1)OC1=CC=C2C=3[C@](C[C@@H](C13)F)(C(C2(F)F)(F)F)O 3-FLUORO-5-(((1S,2AR)-1,3,3,4,4-PENTAFLUORO-2A-HYDROXY-2,2A,3,4-TETRAHYDRO-1H-CYCLOPENTA[CD]INDEN-7-YL)OXY)-BENZONITRILE